1-(6-o-methylbenzoyl-9-ethylcarbazole-3-yl)-(3-cyclopentyl)-propane CC1=C(C(=O)C=2C=C3C=4C=C(C=CC4N(C3=CC2)CC)C(CC)C2CCCC2)C=CC=C1